2,4-diphenyl-6-(3-(4,4,5,5-tetramethyl-[1,3,2]dioxaborolan-2-yl)phenyl)-1,3,5-triazine C1(=CC=CC=C1)C1=NC(=NC(=N1)C1=CC=CC=C1)C1=CC(=CC=C1)B1OC(C(O1)(C)C)(C)C